3-(Benzyloxy)-4-carbonyl-N-(1-vinylcyclobutyl)-1,4-dihydropyridine-2-carboxamide C(C1=CC=CC=C1)OC1=C(NC=CC1=C=O)C(=O)NC1(CCC1)C=C